(3aS,4S,5R,7aR)-N,N-dimethyl-2-((7Z,10Z)-octadeca-7,10-dien-1-yl)-2-((9Z,12Z)-octadeca-9,12-dien-1-yl)hexahydro-4,7-methylenebenzo[d][1,3]dioxol-5-amine CN([C@H]1[C@H]2[C@H]3[C@H](OC(O3)CCCCCC\C=C/C\C=C/CCCCCCC)C(C1)C2CCCCCCCC\C=C/C\C=C/CCCCC)C